1,5-dimethyl-1H-pyrazole-3-Nitrile CN1N=C(C=C1C)C#N